ClC1=CC=C(C=C1)C1=NN(C(C(=C1)C(=O)N[C@H](CO)C)=O)C1=CN=NC=C1 3-(4-chlorophenyl)-N-[(2S)-1-hydroxyprop-2-yl]-6-oxo-6H-1,4'-bipyridazine-5-carboxamide